N-(3-chloro-2-methylphenyl)-2-(1-chloro-2-methylpropan-2-yl)-6-({[2-(trifluoromethyl)phenyl]carbonyl}amino)-1H-benzimidazole-4-carboxamide ClC=1C(=C(C=CC1)NC(=O)C1=CC(=CC=2NC(=NC21)C(CCl)(C)C)NC(=O)C2=C(C=CC=C2)C(F)(F)F)C